3-(1'-Methyl-7-Oxo-5,7-Dihydro-2H,6H-Spiro[Furo[2,3-f]Isoindole-3,4'-Piperidin]-6-Yl)Piperidine-2,6-Dione CN1CCC2(CC1)COC1=CC=3C(N(CC3C=C12)C1C(NC(CC1)=O)=O)=O